C(CCCCCCCCCCCCCCC)[N+](C)(C)C.[Br-].[K] potassium bromide, cetyltrimethylammonium salt